((Z)-[1-Benzyl-4-(2,5-difluorophenyl)-1H-pyrrol-2-yl]methylen)-2-methylpropan-2-sulfinamid C(C1=CC=CC=C1)N1C(=CC(=C1)C1=C(C=CC(=C1)F)F)\C=C/C(C)(S(=O)N)C